ClC1=CC=C(C[C@]2(CN(CCC2)S(=O)(=O)C2=CC=C(C=C2)[N+](=O)[O-])N(C(=O)[C@H]2N(C(OC2)(C)C)C(=O)OC(C)(C)C)C)C=C1 (S)-tert-Butyl 4-(((R)-3-(4-chlorobenzyl)-1-((4-nitrophenyl)sulfonyl)piperidin-3-yl)(methyl)carbamoyl)-2,2-dimethyloxazolidine-3-carboxylate